2'-(2-((5-(2-Azaspiro[3.3]heptan-6-yl)pyridin-2-yl)amino)-5-fluoropyrimidin-4-yl)-3',5'-dimethylspiro[cyclopropane-1,6'-thieno[2,3-c]pyrrol]-4'(5'H)-one C1NCC12CC(C2)C=2C=CC(=NC2)NC2=NC=C(C(=N2)C2=C(C1=C(C3(N(C1=O)C)CC3)S2)C)F